methyl (2S,4S)-4-(2-(tert-butoxy)-2-oxoethoxy)-1-(7,8-dichloro-4-(1H-imidazol-1-yl)naphthalen-2-yl)pyrrolidine-2-carboxylate C(C)(C)(C)OC(CO[C@H]1C[C@H](N(C1)C1=CC2=C(C(=CC=C2C(=C1)N1C=NC=C1)Cl)Cl)C(=O)OC)=O